2,5-divinyl-p-phenylenediamine C(=C)C1=C(C=C(C(=C1)N)C=C)N